1-(CYCLOPROPYLMETHYL)-PYRROL-2-YLBORONIC ACID C1(CC1)CN1C(=CC=C1)B(O)O